2-(2-(3,3-difluoroazetidin-1-carbonyl)-1-methyl-4,5,6,7-tetrahydro-1H-pyrrolo[2,3-c]pyridin-6-carbonyl)hydrazine FC1(CN(C1)C(=O)C1=CC2=C(CN(CC2)C(=O)NN)N1C)F